1-(4-((4-(2-cyano-6-(1H-pyrazol-1-yl)pyridin-3-yl)piperazin-1-yl)methyl)pyridin-2-yl)-3-ethylurea C(#N)C1=NC(=CC=C1N1CCN(CC1)CC1=CC(=NC=C1)NC(=O)NCC)N1N=CC=C1